The molecule is a 3-hydroxy fatty acyl-CoA(4-) obtained by deprotonation of the phosphate and diphosphate OH groups of (R)-3-hydroxybehenoyl-CoA; major species at pH 7.3. It is a (R)-3-hydroxyacyl-CoA(4-) and a 3-hydroxydocosanoyl-CoA(4-). It is a conjugate base of a (R)-3-hydroxybehenoyl-CoA. CCCCCCCCCCCCCCCCCCC[C@H](CC(=O)SCCNC(=O)CCNC(=O)[C@@H](C(C)(C)COP(=O)([O-])OP(=O)([O-])OC[C@@H]1[C@H]([C@H]([C@@H](O1)N2C=NC3=C(N=CN=C32)N)O)OP(=O)([O-])[O-])O)O